2,2-dimethyl-5,5-bis(2-methylprop-2-enyl)cyclopentan-1-one CC1(C(C(CC1)(CC(=C)C)CC(=C)C)=O)C